O[C@]1(C(CC(C2=CC(=CC=C12)OCCCO)=O)(C)C)C(C(=O)O)=C(C=C)C (S)-(1-hydroxy-6-(3-hydroxypropoxy)-2,2-dimethyl-4-oxo-1,2,3,4-tetrahydronaphthalen-1-yl)-3-methylpenta-2,4-dienoic acid